C(#N)C1=C(C=CC(=C1)F)OB(O)O (2-cyano-4-fluorophenyl)boric acid